7-[(3-exo)-8-azabicyclo[3.2.1]oct-3-yl]-3-[2,3-difluoro-4-(1H-pyrazol-4-yl)phenyl]-6,7-dihydro-5H-pyrrolo[2,3-c]pyridazine C12CC(CC(CC1)N2)N2CCC1=C2N=NC(=C1)C1=C(C(=C(C=C1)C=1C=NNC1)F)F